S1C=NC(=C1)N 1,3-thiazol-4-amine